(S)-3-(4-(5-((4-((4-(acetamidomethyl)piperidin-1-yl)methyl)-6-(3,5-dichlorophenyl)pyridin-2-yl)oxy)pyridin-2-yl)-2-methylpiperazin-1-yl)propanoic acid C(C)(=O)NCC1CCN(CC1)CC1=CC(=NC(=C1)C1=CC(=CC(=C1)Cl)Cl)OC=1C=CC(=NC1)N1C[C@@H](N(CC1)CCC(=O)O)C